[(2R,3R,5R)-5-[[bis(4-methoxyphenyl)-phenyl-methoxy]methyl]-2-(2,4-dioxopyrimidin-1-yl)-4-hydroxy-tetrahydrofuran-3-yl]acetate COC1=CC=C(C=C1)C(OC[C@@H]1C([C@H]([C@@H](O1)N1C(NC(C=C1)=O)=O)CC(=O)[O-])O)(C1=CC=CC=C1)C1=CC=C(C=C1)OC